FC(C1=CC=CC2=C1S(CCO2)=O)(F)F 5-(Trifluoromethyl)-2,3-dihydro-1,4-benzoxathiin-4-oxid